C(C1=CC=CC=C1)N(C1=CC=CC=C1)C(C)C N-Benzyl-N-iso-propylaniline